The molecule is a sphingoid that is C20 sphinganine bearing an additional 4R-hydroxy substituent. It derives from a C20 sphinganine. It is a conjugate base of a C20 phytosphingosine(1+). CCCCCCCCCCCCCCCC[C@H]([C@H]([C@H](CO)N)O)O